1-(2,2,2-trifluoro-1-tetrahydropyran-4-yl-ethyl)pyrazole-4-carbonitrile FC(C(C1CCOCC1)N1N=CC(=C1)C#N)(F)F